ClC=1C=C2C(=NC(=NC2=C(C1C1=C(C=CC=C1O)F)F)N1CC(C1)N(C)C)N1C[C@H]2CC[C@@H](C1)N2C(=O)OC(C)(C)C tert-Butyl (1R,5S)-3-((S or R)-6-chloro-2-(3-(dimethylamino) azetidin-1-yl)-8-fluoro-7-(2-fluoro-6-hydroxyphenyl) quinazolin-4-yl)-3,8-diazabicyclo[3.2.1]octane-8-carboxylate